O1COC2=C1C=CC(=C2)C=2C=C(C=C(C2)C(NCC2=CC=C(C=C2)C)=O)/C=C/C(=O)OC Methyl (E)-3-(3-(benzo[d][1,3]dioxol-5-yl)-5-((4-methylbenzyl)carbamoyl)phenyl)acrylate